C1(=CC=CC=C1)N1C=NOC1C1=CC=C(C=C1)C(C)(C)C 4-phenyl-5-(4-tert-butylphenyl)-1,2,4-oxadiazole